4-(4-amino-2-methyl-phenyl)-piperazine-1-carboxylic acid tert-butyl ester C(C)(C)(C)OC(=O)N1CCN(CC1)C1=C(C=C(C=C1)N)C